1-(DIFLUOROMETHYL)PIPERIDINE-4-CARBALDEHYDE FC(N1CCC(CC1)C=O)F